tert-butyl (2-(2-(3-(2-((4-(indolin-5-yl)-5-methylthiazol-2-yl)amino)-2-oxoethyl)phenoxy)ethoxy)ethyl)carbamate N1CCC2=CC(=CC=C12)C=1N=C(SC1C)NC(CC=1C=C(OCCOCCNC(OC(C)(C)C)=O)C=CC1)=O